3,4-dihydro-1H-benzo[e][1,4]diazepin-2,5-dione N1C(CNC(C2=C1C=CC=C2)=O)=O